C(C=C)(=O)N1CCN(CC1)C1=C(C(N(C2=NC(=C(C=C12)Cl)C1=C(C(=C(C(=C1F)F)F)F)N)C=1C(=NC=CC1C)C(C)C)=O)C#N (4-acryloylpiperazin-1-yl)-7-(2-amino-3,4,5,6-tetrafluorophenyl)-6-chloro-1-(2-isopropyl-4-methylpyridin-3-yl)-2-oxo-1,2-dihydro-1,8-naphthyridine-3-carbonitrile